6-(2,6-dioxopiperidin-3-yl)-3,4-dihydro-2H-quinoline-1-carboxylic acid tert-butyl ester C(C)(C)(C)OC(=O)N1CCCC2=CC(=CC=C12)C1C(NC(CC1)=O)=O